FC(C1=C(C=C2CCCN(C2=C1)C1=NN(C=2CCC(CC12)C(=O)O)C1CCOCC1)C=1C=NN(C1)C)F 3-(7-(difluoromethyl)-6-(1-methyl-1H-pyrazol-4-yl)-3,4-dihydroquinolin-1(2H)-yl)-1-(tetrahydro-2H-pyran-4-yl)-4,5,6,7-tetrahydro-1H-indazole-5-carboxylic acid